CC=CC C2-butene